C(C=C)(=O)OCCOC(=O)NCCCC 2-[[(butylamino)carbonyl]oxy]ethyl acrylate